FC(C1(CC1)NC(O[C@H]1CO[C@H](C1)C1=CC(=NN1)NC=1C=2N(C=CN1)N=C(C2)COC)=O)F (3R,5R)-5-(3-((2-(methoxymethyl) pyrazolo[1,5-a]pyrazin-4-yl)amino)-1H-pyrazol-5-yl)tetrahydrofuran-3-yl (1-(difluoromethyl)cyclopropyl)carbamate